4-chloro-3-(2-chloroethoxy)-8-hydroxy-5,6,7,8-tetrahydronaphthalene-2-carbonitrile ClC1=C(C(=CC=2C(CCCC12)O)C#N)OCCCl